2-{3-[(3R,5S)-3,5-dimethylpiperazin-1-yl]-1,2,4-triazin-6-yl}-5-(6-methyl[1,3]thiazolo[4,5-b]pyrazin-2-yl)phenol C[C@@H]1CN(C[C@@H](N1)C)C=1N=NC(=CN1)C1=C(C=C(C=C1)C=1SC=2C(=NC=C(N2)C)N1)O